CN(C(CCC)=S)C1=C(N=C(S1)C=1C=NC=CC1)C N-methyl-N-[4-methyl-2-(3-pyridinyl)thiazol-5-yl]-3-methylthiopropanamide